1-[(2S)-2-({[4-(3-phenyl-1H-pyrrolo[3,2-b]pyridin-2-yl)pyridin-3-yl]oxy}methyl)piperidin-1-yl]prop-2-en-1-one C1(=CC=CC=C1)C1=C(NC=2C1=NC=CC2)C2=C(C=NC=C2)OC[C@H]2N(CCCC2)C(C=C)=O